ClC1=C(C(=C(C=C1OC)OC)Cl)C1=CC2=C(N=C(N=C2)NC2=C(C=CC=C2C)NC(C=C)=O)C(=N1)NCCOC N-(2-((6-(2,6-dichloro-3,5-dimethoxyphenyl)-8-((2-methoxyethyl)amino)pyrido[3,4-d]pyrimidin-2-yl)amino)-3-methylphenyl)acrylamide